NC1=NC=CC(=C1)N1N=C(C(=C1)C1=C(C=CC=C1)[C@H]1C2=C(CN(C1)C(\C=C\CN(C)C)=O)SC(=C2)C#N)C(F)(F)F (S,E)-4-(2-(1-(2-Aminopyridin-4-yl)-3-(trifluoromethyl)-1H-pyrazol-4-yl)phenyl)-6-(4-(dimethylamino)but-2-enoyl)-4,5,6,7-tetrahydrothieno[2,3-c]pyridine-2-carbonitrile